BrC1=CC(=C(OC=2C=CC(=C(C(=O)N[C@@H]3COCC3)C2)O)C(=C1)Cl)Cl (S)-5-(4-bromo-2,6-dichlorophenoxy)-2-hydroxy-N-(tetrahydrofuran-3-yl)benzamide